CC1N(CCC2=C1C1=C(N=NC(=C1)C1=C(C=CC=C1)O)N2)C2=NC=C(C=N2)N2CCC(CC2)CN2CCNCC2 2-(5-Methyl-6-(5-(4-(piperazin-1-ylmethyl)piperidin-1-yl)pyrimidin-2-yl)-6,7,8,9-tetrahydro-5H-pyrido[3',4':4,5]pyrrolo[2,3-c]pyridazin-3-yl)phenol